Cl.N[C@@H](CC1CCN(CC1)C(=O)OCC1=CC=CC=C1)C(=O)NC1=CC(=C(C=C1)SCC1=CC=CC=C1)OC benzyl (S)-4-(2-amino-3-((4-(benzylthio)-3-methoxyphenyl)amino)-3-oxopropyl)piperidine-1-carboxylate hydrochloride